((2S,5R)-2,5-dimethyl-4-(oxetan-3-yl)piperazin-1-yl)pyridin-2-amine C[C@@H]1N(C[C@H](N(C1)C1COC1)C)C=1C(=NC=CC1)N